5,6,7-Trimethyl-1,2,3,5-tetrahydro-4H-pyrrolo[3,4-c]pyridin-4-one, hydrochloride salt Cl.CN1C(C2=C(C(=C1C)C)CNC2)=O